COC=1C=C(CNC2=NC3=CN=C(C=C3C=C2C)C(=O)OC)C=CC1OC methyl 2-((3,4-dimethoxybenzyl) amino)-3-methyl-1,7-naphthyridine-6-carboxylate